methyl 3-fluoro-6-(4-fluoro-2,6-dimethylphenyl)-5-methoxypyridinecarboxylate FC=1C(=NC(=C(C1)OC)C1=C(C=C(C=C1C)F)C)C(=O)OC